ClC1=CC=C2C(=C(NC2=C1Cl)C(=O)NN)C=1C=NN(C1)C1OCCCC1 6,7-dichloro-3-(1-(tetrahydro-2H-pyran-2-yl)-1H-pyrazol-4-yl)-1H-indole-2-carboxylic acid hydrazide